NCC1=CC2=C(N(C(=N2)CN2C(N(C3=C2C=C(C=C3)F)C3CC3)=O)CCCS(=O)(=O)C)C=C1 3-((5-(aminomethyl)-1-(3-(methylsulfonyl)propyl)-1H-benzo[d]imidazol-2-yl)methyl)-1-cyclopropyl-5-fluoro-1,3-dihydro-2H-benzo[d]imidazol-2-one